α-(benzenesulfonyloxyimino)-2,4-dichlorophenyl-acetonitrile C1(=CC=CC=C1)S(=O)(=O)ON=C(C#N)C1=C(C=C(C=C1)Cl)Cl